C=1C2=C(OC3(C1)C=CC1=C(O3)C3=CC=CC=C3C=C1)C=CC1=CC=CC=C12 spiro[2H-naphtho[1,2-b]pyran-2,3'[3H]-naphtho[2,1-b]pyran]